4-[4-(1,3-benzoxazol-2-yl)piperidin-1-yl]-6-fluoro-1-methyl-2-oxo-1,2-dihydroquinoline-3-carbonitrile O1C(=NC2=C1C=CC=C2)C2CCN(CC2)C2=C(C(N(C1=CC=C(C=C21)F)C)=O)C#N